2-chlorocyclohex-1-ene-1,3-dicarboxaldehyde ClC1=C(CCCC1C=O)C=O